8-(4-(4-(Methyl(3-(piperidin-1-yl)propyl)amino)butoxy)phenyl)-2,2-diphenyl-6H-[1,3]dioxolo[4,5-h]chromen-6-one CN(CCCCOC1=CC=C(C=C1)C=1OC=2C3=C(C=CC2C(C1)=O)OC(O3)(C3=CC=CC=C3)C3=CC=CC=C3)CCCN3CCCCC3